1-[5-[2-(3,9-Diazaspiro[5.5]undecan-3-yl)-2-oxo-ethoxy]-2-methyl-phenyl]hexahydropyrimidine-2,4-dione C1CN(CCC12CCNCC2)C(COC=2C=CC(=C(C2)N2C(NC(CC2)=O)=O)C)=O